NC(C(=O)N1CCN(CC1)C(C1=C(C=C(C=C1)NC=1C=2N(C=CN1)C(=CN2)C2=CC=C(C=C2)OC(F)F)C)=O)(C)C 2-amino-1-[4-[4-[[3-[4-(difluoromethoxy)phenyl]imidazo[1,2-a]pyrazin-8-yl]amino]-2-methylbenzoyl]piperazin-1-yl]-2-methylpropan-1-one